COC=1C(OC)=CC(C=CC)=CC1 isoeugenyl methyl ether